2-chloroperfluoropropane ClC(C(F)(F)F)(C(F)(F)F)F